bis(triphenylphosphine) copper(II) [Cu+2].C1(=CC=CC=C1)P(C1=CC=CC=C1)C1=CC=CC=C1.C1(=CC=CC=C1)P(C1=CC=CC=C1)C1=CC=CC=C1